NC=1N=C(C2=C(C=NN(C2=O)CC2=CC=C(C=C2)C(=O)N2CCN(CC2)C)N1)NCCCC 2-amino-4-(butylamino)-6-(4-(4-methylpiperazine-1-carbonyl)benzyl)pyrimido[4,5-d]pyridazin-5(6H)-one